4-(2-methoxy-3-nitrophenyl)-2-methyloxazole COC1=C(C=CC=C1[N+](=O)[O-])C=1N=C(OC1)C